6-(2-methylpyrazol-3-yl)quinoline-7-carbonitrile CN1N=CC=C1C=1C=C2C=CC=NC2=CC1C#N